IC(C)C 2-Iodopropan